C1(CC1)[C@]1(C(N(C[C@H]1C)C=1C=2N(N=CC1)C=C(C2)C=2C=C1C(=NC2)NN=C1)=O)C#N (3R,4S)-3-cyclopropyl-4-methyl-2-oxo-1-[6-(1H-pyrazolo[3,4-b]pyridin-5-yl)pyrrolo[1,2-b]pyridazin-4-yl]pyrrolidine-3-carbonitrile